(1H-imidazole-1-sulfonyl)-1H-pyrazole N1(C=NC=C1)S(=O)(=O)N1N=CC=C1